4-(2-((3-fluorophenyl)sulfonyl)propan-2-yl)-N-(isoxazol-4-yl)piperidine-1-carboxamide FC=1C=C(C=CC1)S(=O)(=O)C(C)(C)C1CCN(CC1)C(=O)NC=1C=NOC1